C1(=CC=CC=C1)C1=C(C(=C2C(=C(C(=C(C2=C1)O)C1=CC=CC=C1)C1=CC=CC=C1)C1=CC=CC=C1)C1=CC=CC=C1)C1=CC=CC=C1 hexa(phenyl)naphthol